C1(CCC1)C(=O)N1CCC2(C(C(C2)C2N3C(C=4C=CC=CC24)=CN=C3)O)CC1 cyclobutyl-[3-hydroxy-2-(5H-imidazo[1,5-b]isoindol-5-yl)-7-azaspiro[3.5]nonan-7-yl]methanone